5-(furan-2-yl)-N-(4-(5-methoxy-1H-pyrazol-1-yl)butyl)isoxazole-3-carboxamide O1C(=CC=C1)C1=CC(=NO1)C(=O)NCCCCN1N=CC=C1OC